F[C@H](C(=O)NC1=C(C=C(C=C1)NCC1=CC=C(C=C1)C(F)(F)F)N1CCCCC1)[C@H](CCCCC)F (2R,3S)-2,3-difluoro-N-(2-(piperidin-1-yl)-4-((4-(trifluoromethyl)benzyl)amino)phenyl)octanamide